3-hydroxy-5-methoxystilbene OC=1C=C(C=C(C1)OC)C=CC1=CC=CC=C1